ethane-1,2-diylbis(3-(3,5-di-butyl-4-hydroxyphenyl)-propanoate) C(CC(C(=O)[O-])CC1=CC(=C(C(=C1)CCCC)O)CCCC)C(C(=O)[O-])CC1=CC(=C(C(=C1)CCCC)O)CCCC